BrC=1C=NC(=NC1)C=1C(=NC=CN1)C(C)N 1-[3-(5-bromopyrimidin-2-yl)pyrazin-2-yl]ethanamine